N1=NNC(C1=O)=O Triazolindion